BrC=1C(=CC=C2C=C(C=NC12)F)F 8-bromo-3,7-difluoroquinoline